(1-(4-(4-Cyano-3-fluorophenyl)-6-(3-fluoro-4-methoxyphenyl)quinazolin-2-yl)piperidin-4-yl)carbamic acid tert-butyl ester C(C)(C)(C)OC(NC1CCN(CC1)C1=NC2=CC=C(C=C2C(=N1)C1=CC(=C(C=C1)C#N)F)C1=CC(=C(C=C1)OC)F)=O